1-(3-Chlorophenyl)-2,2-bis(phenylselanyl)ethan-1-one ClC=1C=C(C=CC1)C(C([Se]C1=CC=CC=C1)[Se]C1=CC=CC=C1)=O